N-(2,3-dichlorophenyl)-2,4,6-trimethylaniline ClC1=C(C=CC=C1Cl)NC1=C(C=C(C=C1C)C)C